9-Ethyl-3-ethynyl-6,6-dimethyl-8-(4-morpholinopiperidin-1-yl)-5,6-dihydro-11H-benzo[b]carbazole-11-one C(C)C1=CC2=C(C(C=3NC4=CC(=CC=C4C3C2=O)C#C)(C)C)C=C1N1CCC(CC1)N1CCOCC1